S1C=NC2=C1C=CC(=C2)N2N=CN=C2CNC(OC2=CC=CC=C2)=O phenyl N-{[1-(1,3-benzothiazol-5-yl)-1H-1,2,4-triazol-5-yl]methyl}carbamate